C(C)(=O)N1CCC=2C1=NC=CC2N2C(C(NC(C2)(C)C)(C)C)=O 1-(1-acetyl-2,3-dihydro-1H-pyrrolo[2,3-b]pyridin-4-yl)-3,3,5,5-tetramethylpiperazin-2-one